[Se]1C(=CC=C1)N selenopheneamine